N1=CCCCCC1 1-aza-1-cycloheptene